FC1=C(C(=C2C=CNC2=C1F)S(=O)(=O)C)OC=1C=CC(=C(C1)C=1OC=C(N1)[C@@]1(CCOC2=C(C=CC=C12)CCC(=O)O)C)F 3-[(4R)-4-[2-[5-[(6,7-difluoro-4-methylsulfonyl-1H-indol-5-yl)oxy]-2-fluoro-phenyl]oxazol-4-yl]-4-methyl-chroman-8-yl]propanoic acid